C(C)(C)(C)OC(=O)N1C=CC2=CC(=CC=C12)B(O)O {1-[(tert-butoxy)carbonyl]-1H-indol-5-yl}boronic acid